N1([C@@H](CCC1)C(=O)OC)C(=O)OC methyl 2-methyl (2S)-pyrrolidine-1,2-dicarboxylate